C([C@@H](C(=O)O)N)OC(=O)N The molecule is a non-proteinogenic L-alpha-amino acid that is the O-carbamoyl derivative of L-serine. It is a non-proteinogenic L-alpha-amino acid and a L-serine derivative. It is a tautomer of an O-carbamoyl-L-serine zwitterion.